ClC=1C=C(C(=C(C1)C=1C(=NN(C1)C1=C(C=C(C=C1)N1CCN(CC1)C(=O)OC(C)(C)C)F)C1=CC=NC=C1)F)NS(=O)(=O)C tert-butyl 4-{4-[4-(5-chloro-2-fluoro-3-methanesulfonamidophenyl)-3-(pyridin-4-yl)pyrazol-1-yl]-3-fluorophenyl}piperazine-1-carboxylate